CC(CCCC(C)(C)C)(O)C1=CCCC1 methyltrimethylcyclopentenylpentanol